C1=CC=CC=2C3=CC=CC=C3C(C12)CN(C(O)=O)[C@@H](CN=[N+]=[N-])COCCOCCOC(C)(C)C.OCCOCCS(=O)(=O)N 2-(2-hydroxyethoxy)ethanesulfonamide (9H-fluoren-9-yl)methyl-(S)-(1-azido-3-(2-(2-(tert-butoxy)ethoxy)ethoxy)propan-2-yl)carbamate